C(C)(C)N1N=C(C=2C=NC(=CC21)N)N2CCC(CC2)N2CCNCC2 1-isopropyl-3-(4-(piperazin-1-yl)piperidin-1-yl)-1H-pyrazolo[4,3-c]pyridin-6-amine